(S)-tert-Butyl 4-(5-((6-(3,5-dichlorophenyl)-4-(hydroxymethyl)pyridin-2-yl)oxy)pyrimidin-2-yl)-2-methylpiperazine-1-carboxylate ClC=1C=C(C=C(C1)Cl)C1=CC(=CC(=N1)OC=1C=NC(=NC1)N1C[C@@H](N(CC1)C(=O)OC(C)(C)C)C)CO